Tert-Butyl 6-((((2S,3R)-3-hydroxy-1-(methylamino)-1-oxobutan-2-yl)amino)methyl)-1-oxo-2,5-diazaspiro[3.4]octane-5-carboxylate O[C@@H]([C@@H](C(=O)NC)NCC1N(C2(CNC2=O)CC1)C(=O)OC(C)(C)C)C